Cl.FC=1C=C(C=CC1)NC1N(C(=NC(=N1)N)N1CCOCC1)C=1C=C(C=CC1)C N-(3-Fluorophenyl)-6-morpholin-4-yl-N1-m-tolyl-[1,3,5]triazine-2,4-diamine hydrochloride